Cl.C(C=C)(=O)O acrylic acid hydrochloride salt